FC(COC1CN(C1)C1=CC(N(N=C1)CC=1N(N=NC1C1=C(C=C(C=C1)C(F)(F)F)F)C)=O)F.[B+2].[Fe+2].[Nd+3] neodymium iron boron (ii) 5-[3-(2,2-difluoroethoxy)azetidin-1-yl]-2-[[5-[2-fluoro-4-(trifluoromethyl)phenyl]-3-methyl-triazol-4-yl]methyl]pyridazin-3-one